epsilon-(tert-butyloxycarbonyl)-Nalpha-[(9H-fluoren-9-ylmethoxy)carbonyl]-L-lysine C(C)(C)(C)OC(=O)C(CCC[C@H](NC(=O)OCC1C2=CC=CC=C2C=2C=CC=CC12)C(=O)O)N